FC=1C=C(CC=2C=C3C(=NNC3=CC2)NC(C2=C(C=C(C=C2)N2CCN(CC2)C(CCCNC=2C=C3C(N(C(C3=CC2)=O)C2C(NC(CC2)=O)=O)=O)=O)NC2CCOCC2)=O)C=C(C1)F N-(5-(3,5-difluorobenzyl)-1H-indazol-3-yl)-4-(4-(4-((2-(2,6-dioxopiperidin-3-yl)-1,3-dioxoisoindolin-5-yl)amino)butanoyl)piperazin-1-yl)-2-((tetrahydro-2H-pyran-4-yl)amino)benzamide